7-fluoro-9-iodo-3,4-dihydro-2H-benzo[b][1,4]dioxepin-6-amine FC1=C(C2=C(OCCCO2)C(=C1)I)N